4-(7-fluoroimidazo[1,2-a]pyridin-3-yl)-7-[[5-[(3S)-3-(1-hydroxy-1-methyl-ethyl)-1-piperidyl]-2-pyridyl]amino]isoindolin-1-one FC1=CC=2N(C=C1)C(=CN2)C2=C1CNC(C1=C(C=C2)NC2=NC=C(C=C2)N2C[C@H](CCC2)C(C)(C)O)=O